acryloyloxyn-propyl isocyanate C(C=C)(=O)OCCCN=C=O